C(C)(C)C1=C(NC2=CC=C(C=C12)C1CCN(CC1)C(CNC)=O)C=1C=C(C=2N(C1)C=CN2)OC 1-(4-(3-isopropyl-2-(8-methoxyimidazo[1,2-a]pyridin-6-yl)-1H-indol-5-yl)piperidin-1-yl)-2-(methylamino)ethan-1-one